CN1N=NN=C1\C(\C1=CC=CC=C1)=N/OCC1=CC=CC(=N1)NC(OCCC#C)=O But-3-yn-1-yl {6-[({[(Z)-(1-methyl-1H-tetrazol-5-yl)(phenyl)methylene]amino}oxy)methyl]pyridine-2-yl}carbamate